ClC1=C(C=CC=C1F)[C@@H]1N(OCC1)C1=CC(=NC=N1)NC=1C(=CC(=C(C1)NC(C=C)=O)N1CCC(CC1)N1CCN(CC1)C)OC N-(5-((6-((R)-3-(2-chloro-3-fluorophenyl)isoxazolidine-2-yl)pyrimidine-4-yl)amino)-4-methoxy-2-(4-(4-methylpiperazine-1-yl)piperidine-1-yl)phenyl)acrylamide